tert-butyl 3-((4-((3,4-dichloro-2-fluorophenyl) amino)-7-methoxyquinazolin-6-yl)oxy)piperidine-1-carboxylate ClC=1C(=C(C=CC1Cl)NC1=NC=NC2=CC(=C(C=C12)OC1CN(CCC1)C(=O)OC(C)(C)C)OC)F